[Ni]=S.[Mo] Molybdenum-nickel sulfide